N-(3-Dimethylaminopropyl)methacrylamid CN(CCCNC(C(=C)C)=O)C